NC1=NC2=CC=C(C=C2C=C1C)C(=O)N(CC1=NC=C(C=C1)C(F)(F)F)[C@@H]1[C@@H](CCC1)C#N 2-amino-N-((1S,2R)-2-cyanocyclopentyl)-3-methyl-N-((5-(trifluoromethyl)-2-pyridinyl)methyl)-6-quinolinecarboxamide